[O-]CCCC.[O-]CCCC.[O-]CCCC.[O-]CCCC.[Zr+4] Zirconium tetran-butoxide